C(C)OC(=O)C=1O[C@]([C@H](C1OS(=O)(=O)C(F)(F)F)C)(C(F)(F)F)C |r| rac-(4R,5R)-4,5-dimethyl-5-(trifluoromethyl)-3-(((trifluoromethyl)sulfonyl)oxy)-4,5-dihydrofuran-2-carboxylic acid ethyl ester